N-hydroxysuccinimide α-naphthylacetate C1(=CC=CC2=CC=CC=C12)CC(=O)O.ON1C(CCC1=O)=O